2-(2'-hydroxy-5'-methacryloxy-propylphenyl)benzotriazole Menthyl-2,2-dimethylcyclopropanecarboxylate C1(CC(C(CC1)C(C)C)OC(=O)C1C(C1)(C)C)C.OC(CC1=C(C=C(C=C1)OC(C(=C)C)=O)N1N=C2C(=N1)C=CC=C2)C